C1(CCCCC1)CCN1CCN(CC1)C(=O)C1=CC(=C(C=C1)OCC)OCC [4-(2-cyclohexylethyl)piperazin-1-yl]-(3,4-diethoxy-phenyl)methanone